ClC1=NC(=CC(=C1)C=O)C 2-chloro-6-methylpyridine-4-carbaldehyde